(1R,3s,5S,7r)-3-fluoro-7-hydroxy-9-azabicyclo[3.3.1]nonane-9-carboxylic acid tert-butyl ester C(C)(C)(C)OC(=O)N1[C@H]2CC(C[C@@H]1CC(C2)O)F